Z-pyrrole N1C=CC=C1